CC1(CCC(CC1)=C(C)C)OC(C1=CC=C(C=C1)O)=O.C(C)(=O)C=1C=C(C=CC1)C=1C=CC=2N(N1)C(=CN2)C=2C=C(C=CC2)NC(C)=O N-[3-[6-(3-acetylphenyl)imidazo[1,2-b]pyridazin-3-yl]phenyl]acetamide 1-methyl-4-(propan-2-ylidene)cyclohexyl-4-hydroxybenzoate